(1R,2R,4R)-2-Amino-4-(3-chlorophenyl)cyclobutan-1-ol N[C@H]1[C@@H]([C@H](C1)C1=CC(=CC=C1)Cl)O